5-(2-Aminoethoxy)-4-bromo-2,3-dihydro-1H-indene-2-carboxylic acid methyl ester hydrochloride Cl.COC(=O)C1CC2=CC=C(C(=C2C1)Br)OCCN